C1(CC1)[C@@H]1CN(CCC1)C1CCN(CC1)C(=O)OC(C)(C)C |r| rac-tert-butyl 3-cyclopropyl[1,4'-bipiperidine]-1'-carboxylate